O[C@H]1[C@H](O)[C@@H](O)[C@H](O)[C@H](O1)C(=O)O beta-D-glucopyranosuronic acid